2'-bromo-3-chloro-3'-fluoro-4-hydroxy-5',6-dimethyl-2H-[1,4'-bipyridyl]-2-one BrC1=NC=C(C(=C1F)N1C(C(=C(C=C1C)O)Cl)=O)C